NC=1N=NC2=C(C=C(C=C2C1)C=1C(=CC(=NC1)NC(OC(C)(C)C)=O)C)Cl tert-Butyl 5-(3-amino-8-chlorocinnoline-6-yl)-4-methylpyridin-2-ylcarbamate